N-((1-methyl-4-((4-(7-methyl-[1,2,4]triazolo[1,5-a]pyridin-6-yl)piperidin-1-yl)sulfonyl)-1H-pyrazol-5-yl)methyl)picolinamide CN1N=CC(=C1CNC(C1=NC=CC=C1)=O)S(=O)(=O)N1CCC(CC1)C=1C(=CC=2N(C1)N=CN2)C